N-(4-([1,2,4]triazolo[1,5-a]pyridin-7-yloxy)-3-methylphenyl)-5-(piperazin-1-yl)pyrrolo[2,1-f][1,2,4]triazin-4-amine N=1C=NN2C1C=C(C=C2)OC2=C(C=C(C=C2)NC2=NC=NN1C2=C(C=C1)N1CCNCC1)C